COC1=C(C(=CC(=C1)OC)CCCCC)S(=O)(=O)N(C)C 2,4-dimethoxy-N,N-dimethyl-6-pentylbenzenesulfonamide